(3S)-6-chloro-2'-(5-chloro-2-fluorophenyl)-5'-[6-(dimethylamino)-4-methoxypyridin-3-yl]-6'-(propan-2-yl)-1,2,3',5'-tetrahydro-2'h-spiro[indole-3,1'-pyrrolo[3,4-c]pyrrole]-2,3'-dione ClC1=CC=C2C(=C1)NC([C@]21N(C(C=2C1=C(N(C2)C=2C=NC(=CC2OC)N(C)C)C(C)C)=O)C2=C(C=CC(=C2)Cl)F)=O